1-(4-((4-((5-(furan-2-yl)-2-(trifluoromethoxy)phenyl)amino)-7-methoxyquinazolin-6-yl)oxy)piperidine-1-yl)prop-2-en-1-one O1C(=CC=C1)C=1C=CC(=C(C1)NC1=NC=NC2=CC(=C(C=C12)OC1CCN(CC1)C(C=C)=O)OC)OC(F)(F)F